C(C)(=O)C1=C(C=C2C=C(C3(C2=C1)CCC(CC3)(C(=O)O)NC3=CC(=CC=C3)Cl)C[C@H](COC3=CC=NC=1CCC[C@@H](C31)C)C)F (1r,4R)-6'-acetyl-4-(3-chloroanilino)-5'-fluoro-2'-[(2R)-2-methyl-3-{[(5S)-5-methyl-5,6,7,8-tetrahydroquinolin-4-yl]oxy}propyl]spiro[cyclohexane-1,1'-indene]-4-carboxylic acid